O1C(OCC1)C=1C=C(C(=O)O)C=CC1OCC1=CC=C(C=C1)OC 3-(1,3-dioxolan-2-yl)-4-[(4-methoxyphenyl)methoxy]benzoic acid